6-bromo-N-[4-(difluoromethoxy)-2,5-difluoro-phenyl]pyrazolo[1,5-a]pyridine-3-sulfonamide BrC=1C=CC=2N(C1)N=CC2S(=O)(=O)NC2=C(C=C(C(=C2)F)OC(F)F)F